2-[3-(ethylsulfanyl)-5-(trifluoromethyl)thieno[3,2-b]thiophen-2-yl]-3-methyl-6-(trifluoromethyl)-3H-imidazo[4,5-c]pyridine C(C)SC=1C2=C(SC1C1=NC3=C(C=NC(=C3)C(F)(F)F)N1C)C=C(S2)C(F)(F)F